5-{[5-(3-Chloro-4-methoxyphenyl)furan-2-yl]methylidene}-2-sulfanylidene-1,3-diazinane-4,6-dione ClC=1C=C(C=CC1OC)C1=CC=C(O1)C=C1C(NC(NC1=O)=S)=O